5ξ-ergost-7-en-3β-ol CC(C)[C@@H](C)CC[C@@H](C)[C@H]1CC[C@H]2C3=CCC4C[C@H](CC[C@]4(C)[C@H]3CC[C@]12C)O